1-(4-(2,2-dioxido-2-thia-6-azaspiro[3.3]heptan-6-yl)cyclohexyl)-6-isopropyl-5-(8-methoxy-[1,2,4]triazolo[1,5-a]pyridin-6-yl)-1,3-dihydro-2H-benzo[d]imidazol-2-one O=S1(CC2(C1)CN(C2)C2CCC(CC2)N2C(NC1=C2C=C(C(=C1)C=1C=C(C=2N(C1)N=CN2)OC)C(C)C)=O)=O